O=C([C@H](O)[C@@H]1[C@H](O)[C@H](O)C(=O)O1)O D-glucaro-6,3-lactone